FC(F)C1=NOC=N1 (difluoromethyl)-1,2,4-oxadiazol